C(C)(C)(C)OC(=O)N1C[C@@H](CC1)N(CCCCCC1=CC=C2CCCN(C2=N1)C(=O)OC(C)(C)C)CC(F)F tert-butyl (R)-7-(5-((1-(tert-butoxycarbonyl)pyrrolidin-3-yl)(2,2-difluoroethyl)amino)pentyl)-3,4-dihydro-1,8-naphthyridine-1(2H)-carboxylate